[Si](C)(C)(C(C)(C)C)OC1=C(C=CC=C1)C=1C2=C(C(N=C2C(=C(C1)F)F)=O)O 4-((tert-butyldimethylsilyloxy)phenyl)-6,7-difluoro-3-hydroxyindol-2-one